N-(α-(decyliminoethyl)ethyl)pyrrolidine C(CCCCCCCCC)N=CCC(C)N1CCCC1